1-nitramino-3-amino-5-nitro-1,2,4-triazol N([N+](=O)[O-])N1N=C(N=C1[N+](=O)[O-])N